CC1=C2C=C(CC2=C(C=C1)C)B1OC(C(O1)(C)C)(C)C 2-(4,7-Dimethyl-1H-inden-2-yl)-4,4,5,5-tetramethyl-1,3,2-dioxaborolane